SCCN1CCC(CC1)CCC(C(=O)O)CC(=O)O.C1(=CC=CC2=CC=CC=C12)CCC(=O)N 3-(naphthalen-1-yl)propanamide [2-[1-(2-sulfanylethyl)-4-piperidyl]ethyl]butanedioate